CC([C@@H](C(=O)O)NC(C(C)C)=O)C (2S)-3-methyl-2-(2-methylpropanoylamino)butanoic acid